4-[(6-chloro-3-cyclopropyl-4-oxo-3,4-dihydroquinazolin-2-yl)methyl]-N-hydroxybenzamide ClC=1C=C2C(N(C(=NC2=CC1)CC1=CC=C(C(=O)NO)C=C1)C1CC1)=O